2-([5-(3-Cyclopropoxyphenyl)-1-[2-[(3R)-3-hydroxypyrrolidin-1-yl]phenyl]-1H-pyrazol-3-yl]methoxy)-2-methylpropanoic acid C1(CC1)OC=1C=C(C=CC1)C1=CC(=NN1C1=C(C=CC=C1)N1C[C@@H](CC1)O)COC(C(=O)O)(C)C